ClC1=CC2=C(N=C(N=C2NCCS(=O)(=O)N(C2=CC=CC=C2)C)C2CCNCC2)C=N1 2-((6-chloro-2-(piperidin-4-yl)pyrido[3,4-d]pyrimidin-4-yl)amino)-N-methyl-N-phenylethane-1-sulfonamide